6-[[4-(4-pyridyl)piperazin-1-yl]methyl]-1H-indole N1=CC=C(C=C1)N1CCN(CC1)CC1=CC=C2C=CNC2=C1